[Cl-].CO[Si](C(CC[N+](C)(C)CCC)CCCCCCCCCCCCCCC)(OC)OC 3-(trimethoxysilyl)-N-propyl-N,N-dimethyloctadecylammonium chloride